3-methoxy-3-methylazetidine-1-carbothioamide COC1(CN(C1)C(N)=S)C